(4-acetyl-2-chlorophenyl)(t-butoxycarbonyl)carbamic acid tert-butyl ester C(C)(C)(C)OC(N(C(=O)OC(C)(C)C)C1=C(C=C(C=C1)C(C)=O)Cl)=O